2-amino-4-chloro-8-(2-(4-cyclopentylpiperazin-1-yl)ethyl)pteridin-7(8H)-one NC1=NC=2N(C(C=NC2C(=N1)Cl)=O)CCN1CCN(CC1)C1CCCC1